C(C=C)(=O)N1[C@H](CN(C[C@H]1C)C1=NC(N2C3=C(C(=C(C=C13)C(F)(F)F)C1=CC=C(C=C1)F)SC[C@H](C2)C=2SC=CC2)=O)C (S)-8-((3S,5R)-4-acryloyl-3,5-dimethylpiperazin-1-yl)-11-(4-fluorophenyl)-3-(thiophen-2-yl)-10-(trifluoromethyl)-3,4-dihydro-2H,6H-[1,4]thiazepino[2,3,4-ij]quinazolin-6-one